C(C)(C)(C)OC(N[C@H]1CS(C2=C(N(C1=O)CC1=CC=C(C=C1)Cl)C=C(C(=C2)F)C2=NNC(O2)=O)(=O)=O)=O N-[(3R)-5-(4-chlorobenzyl)-8-fluoro-1,1,4-triketo-7-(2-keto-3H-1,3,4-oxadiazol-5-yl)-2,3-dihydro-1λ6,5-benzothiazepin-3-yl]carbamic acid tert-butyl ester